tert-butyl (1S,4S)-5-(2-aminothiazol-5-yl)-2,5-diazabicyclo[2.2.1]heptane-2-carboxylate NC=1SC(=CN1)N1[C@@H]2CN([C@H](C1)C2)C(=O)OC(C)(C)C